3-bromo-4'-(tert-butyl)-[1,1'-biphenyl]-2-amine BrC1=C(C(=CC=C1)C1=CC=C(C=C1)C(C)(C)C)N